2-(2-((5-(3-(aminomethyl)phenyl)-7-(cyclopropylmethoxy)benzofuran-3-yl)methoxy)-4-methylphenyl)acetic acid NCC=1C=C(C=CC1)C=1C=C(C2=C(C(=CO2)COC2=C(C=CC(=C2)C)CC(=O)O)C1)OCC1CC1